COC1=C(C=C(C=C1)COC1CCOCC1)B(O)O (2-METHOXY-5-[(OXAN-4-YLOXY)METHYL]PHENYL)BORANEDIOL